C(C1=CC=CC=C1)OCCOC(F)F 1-benzyloxy-2-difluoromethoxyethane